methyl (2S)-1-[4-(4,4,5,5-tetramethyl-1,3,2-dioxaborolan-2-yl)benzoyl]pyrrolidine-2-carboxylate CC1(OB(OC1(C)C)C1=CC=C(C(=O)N2[C@@H](CCC2)C(=O)OC)C=C1)C